O1CC(C1)NC=1C=CC2=C(C(NCCO2)=O)C1 7-(oxetan-3-ylamino)-3,4-dihydrobenzo[f][1,4]oxazepin-5(2H)-one